COC1=CC=C(CN(S(=O)(=O)C2=NN(C=C2)C2CN(C2)C(=O)OC(C)(C)C)CC2=CC=C(C=C2)OC)C=C1 Tert-Butyl 3-(3-(N,N-bis(4-methoxybenzyl)sulfamoyl)-1H-pyrazol-1-yl)azetidine-1-carboxylate